N1C[C@H](CCC1)NC1=NC=C(C(=N1)C=1C=C(NC1)C(=O)NC1=CC=NC=C1)C(F)(F)F 4-(2-{[(3S)-piperidin-3-yl]amino}-5-(trifluoromethyl)pyrimidin-4-yl)-N-(pyridin-4-yl)-1H-pyrrole-2-carboxamide